5-(benzylamino)-2-oxazol-2-yl-pyrazolo[1,5-a]pyrimidine-3-carbonitrile C(C1=CC=CC=C1)NC1=NC=2N(C=C1)N=C(C2C#N)C=2OC=CN2